1-((4-(pyridin-3-yl)phenyl)sulfonyl)piperidine N1=CC(=CC=C1)C1=CC=C(C=C1)S(=O)(=O)N1CCCCC1